2,2-dimethyl-3-[2-{[(1S)-1-(naphthalen-2-yl)ethyl]amino}-7-oxopyrido[2,3-d]pyrimidin-8(7H)-yl]propanoic acid CC(C(=O)O)(CN1C(C=CC2=C1N=C(N=C2)N[C@@H](C)C2=CC1=CC=CC=C1C=C2)=O)C